ClC1=CC=C(CNC(=O)C2=CC=C3N(CCN(C3=O)CC3(CC3)OC)C2=O)C=C1 N-(4-chlorobenzyl)-2-((1-methoxycyclopropyl)methyl)-1,6-dioxo-1,3,4,6-tetrahydro-2H-pyrido[1,2-a]pyrazine-7-carboxamide